BrC=1C=C(C(=NC1)F)[C@H]([C@H](O)C1=CC=C(C=C1)F)NC(OC(C)(C)C)=O tert-butyl (1R,2R)-1-(5-bromo-2-fluoropyridin-3-yl)-2-(4-fluorophenyl)-2-hydroxyethylcarbamate